2,5-bis(octadecyl-dithio)-1,3,4-thiadiazole C(CCCCCCCCCCCCCCCCC)SSC=1SC(=NN1)SSCCCCCCCCCCCCCCCCCC